(R)-N'-(4-cyano-3-fluoro-2,6-diisopropylphenyl-carbamoyl)-4-(2-hydroxypropan-2-yl)-5-methylfuran-2-sulfonimidamide C(#N)C1=C(C(=C(C(=C1)C(C)C)NC(=O)N=[S@](=O)(N)C=1OC(=C(C1)C(C)(C)O)C)C(C)C)F